OC[C@]1(N2CCC(C1=O)(CC2)C)COCC(C)C (1R,2S,4R)-2-(hydroxymethyl)-2-(isobutoxymethyl)-4-methyl-quinuclidin-3-one